C1(=CC=CC2=CC=CC=C12)[C@@H](C)N[C@@H]1CN(CC1)C1=CC(=C(C=C1)CC(=O)O)OC(C)C {4-[(3S)-3-{[(1R)-1-(naphthalen-1-yl)ethyl]amino}tetrahydro-1H-pyrrol-1-yl]-2-(propan-2-yloxy)phenyl}acetic acid